CC([C@H](NS(=O)(=O)C(F)(F)F)C(=O)N1[C@@H](C[C@H](C1)C(F)(F)F)C(=O)N[C@@H](C[C@H]1C(NCC1)=O)C(COC1=CC(=CC=C1)Cl)=O)(C)C 3-methyl-N-(trifluoromethanesulfonyl)-L-valyl-(4R)-N-{(2S)-4-(3-chlorophenoxy)-3-oxo-1-[(3S)-2-oxopyrrolidin-3-yl]butan-2-yl}-4-(trifluoromethyl)-L-prolinamide